ethyl-urea monosodium salt [Na].C(C)NC(=O)N